N-tert-butyl-2-{methyl[2-(4-{2-[(1S,4S)-2-oxa-5-azabicyclo[2.2.1]heptan-5-yl]ethoxy}pyridin-2-yl)-5H,6H,7H-cyclopenta[d]pyrimidin-4-yl]amino}acetamide C(C)(C)(C)NC(CN(C=1C2=C(N=C(N1)C1=NC=CC(=C1)OCCN1[C@@H]3CO[C@H](C1)C3)CCC2)C)=O